NCC=1C=C2CNCC2=CC1 5-(aminomethyl)isoindoline